5-fluoro-1-(4,4,4-trifluorobutyl)-3-(trifluoromethyl)-6,7-dihydro-5H-indazol-4-one FC1C(C=2C(=NN(C2CC1)CCCC(F)(F)F)C(F)(F)F)=O